methyl (Z)-2-azido-3-(2,4-dichloro-3-fluorophenyl)acrylate N(=[N+]=[N-])\C(\C(=O)OC)=C/C1=C(C(=C(C=C1)Cl)F)Cl